2-(pyridazin-4-yl)-1,3-thiazole-4-carboxamide mono[(2E)-but-2-enedioate] C(\C=C\C(=O)O)(=O)O.N1=NC=C(C=C1)C=1SC=C(N1)C(=O)N